3-[(Tert-butoxycarbonyl)sulfanyl]propionic acid C(C)(C)(C)OC(=O)SCCC(=O)O